OC1CCC(CC1)O 1,4-Dihydroxycyclohexan